6-(3-(Azetidin-1-yl)phenyl)-2-(5-fluoropyridin-2-yl)-5,7-dimethyl-2,6-dihydro-1H-pyrrolo[3,4-d]pyridazin-1-one N1(CCC1)C=1C=C(C=CC1)N1C(=C2C(N(N=CC2=C1C)C1=NC=C(C=C1)F)=O)C